C(C)(C)(C)C1=CC(=NO1)NC(=O)NC1=CC=C(C=C1)N1C=NC2=C1C=CC(=C2)OCCOCCO 1-(5-tert-butyl-isoxazol-3-yl)-3-(4-{5-[2-(2-hydroxy-ethoxy)-ethoxy]-benzoimidazol-1-yl}-phenyl)-urea